2-((1-methyl-4-(propan-2-ylidene)cyclohexyl)thio)propanoic acid CC1(CCC(CC1)=C(C)C)SC(C(=O)O)C